N[C@@H]1CN(CCC1(F)F)C1=NC2=C(N1CC1=CC=C(C=N1)C#N)C=C(C=C2)C(F)(F)F 6-((2-((3R)-3-amino-4,4-difluoro-1-piperidinyl)-6-(trifluoromethyl)-1H-benzoimidazol-1-yl)methyl)-3-pyridinecarbonitrile